2,5-bis-(hydroxymethyl)furan OCC=1OC(=CC1)CO